C1(CC1)S(=O)(=O)NC1=NC=CC(=N1)C(C(=O)NC1=CC=C(C=C1)C=1C=NC=CC1)(C)C 2-(2-(cyclopropanesulfonamido)pyrimidin-4-yl)-2-methyl-N-(4-(pyridin-3-yl)phenyl)propanamide